FC=1C=C2C(=NC1)NC(=C2)C(=O)N 5-fluoro-1H-pyrrolo[2,3-b]pyridine-2-carboxamide